Cl.[OH-].[Na+] sodium hydroxide, hydrochloride salt